C1(CC1)[C@]1(C(N(C[C@H]1C)C=1C=2N(N=CC1)C=C(C2)N2N=C(N=C2)C)=O)C#N (3R,4S)-3-cyclopropyl-4-methyl-1-(6-(3-methyl-1H-1,2,4-triazol-1-yl)pyrrolo[1,2-b]pyridazin-4-yl)-2-oxopyrrolidine-3-carbonitrile